CC([C@@H](C)OC1=CC=C(C=C1)[C@H](CC(=O)O)C#CC)C (3S)-3-(4-{[(2R)-3-methylbut-2-yl]oxy}phenyl)hex-4-ynoic acid